F[Sb-](F)(F)(F)(F)F.ClC1=C(C(=CC(=C1)C(C1=CC=CC=C1)=O)Cl)SC1=CC=C(C=C1)[S+](C1=CC=C(C=C1)Cl)C1=CC=C(C=C1)Cl 4-(2,6-dichloro-4-benzoylphenylthio)phenylbis(4-chlorophenyl)sulfonium hexafluoroantimonate